C(CCCCCCCCC)NC1=NC=NC2=CC=CC=C12 4-decylaminoquinazoline